O=C1NC(CCC1N1C(C2=CC=CC(=C2C1=O)N1CCNCC1)=O)=O 2-(2,6-dioxo-piperidine-3-yl)-4-(piperazine-1-yl)isoindole-1,3-dione